(S)-4-(t-butoxycarbonyl)piperazin-2-carboxylic acid C(C)(C)(C)OC(=O)N1C[C@H](NCC1)C(=O)O